(6-(2-hydroxy-prop-2-yl)quinoline-4-carbonyl)glycine tert-butyl ester C(C)(C)(C)OC(CNC(=O)C1=CC=NC2=CC=C(C=C12)C(C)(C)O)=O